titanium-boron-iron [Fe].[B].[Ti]